CC(CC=C)C1C2C=CC(C1)C2 5-(1-methyl-3-butenyl)-2-norbornene